maleic acid monocinnamate C(C=CC1=CC=CC=C1)(=O)O.C(\C=C/C(=O)O)(=O)O